C(CCCCCCCC)[C@@H]1[C@@H](C1)C(=O)O (1r,2s)-2-nonylcyclopropanecarboxylic acid